C(CCCCCCCCCCCCCCCCC)(=O)[O-].[Ca+] Calcium monostearate